FC(C(C(C(C(C(F)(F)F)(F)F)(F)F)(F)F)(F)F)(S(=O)(=O)O)F.[K] potassium 1,1,2,2,3,3,4,4,5,5,6,6,6-tridecafluoro-1-hexanesulfonic acid